2-(4,6-bis(2-methoxystyryl)pyrimidin-2-oxy)ethylguanidinium trifluoroacetate FC(C(=O)[O-])(F)F.COC1=C(C=CC2=NC(=NC(=C2)C=CC2=C(C=CC=C2)OC)OCCNC(=[NH2+])N)C=CC=C1